C[C@@H]1COCCN1C=1C=2N(N=C(C1)N1CC3CCC(C1)O3)C(=CN2)C2=NN(C=C2)C2OCCCC2 3-(8-((R)-3-methylmorpholino)-3-(1-(tetrahydro-2H-pyran-2-yl)-1H-pyrazole-3-yl)imidazolo[1,2-b]pyridazin-6-yl)-8-oxa-3-azabicyclo[3.2.1]octane